C(C)(C)(C)OC(=O)N[C@H](CC1=C(C=2N=C(N=C(C2S1)N(C(OC(C)(C)C)=O)CC=1SC=CC1)Cl)O)CO tert-butyl N-[6-[(2R)-2-(tert-butoxycarbonylamino)-3-hydroxy-propyl]-2-chloro-7-hydroxy-thieno[3,2-d]pyrimidin-4-yl]-N-(2-thienylmethyl)carbamate